N,N-dimethyl-N'-(fluorodichloromethylthio)-N'-phenylsulfamide CN(S(=O)(=O)N(C1=CC=CC=C1)SC(Cl)(Cl)F)C